CN(C(=O)[C@H]1N(C([C@@H]2[C@H]1OC(O2)(C)C)=O)C2=NC(=CC(=C2)C(F)(F)F)C)C2=CC=C1C(=N2)NC=C1 (3aS,6S,6aS)-N,2,2-trimethyl-5-[6-methyl-4-(trifluoromethyl)-2-pyridyl]-4-oxo-N-(1H-pyrrolo[2,3-b]pyridin-6-yl)-6,6a-dihydro-3aH-[1,3]dioxolo[4,5-c]pyrrole-6-carboxamide